CP(C1=C(SC=C1P(C)C)C(C)C)C 3,4-bis(dimethylphosphino)-2-isopropyl-thiophene